4-((1H-1,2,4-triazol-1-yl)sulfonyl)-N-(4-(pyridin-2-yl)phenyl)benzamide N1(N=CN=C1)S(=O)(=O)C1=CC=C(C(=O)NC2=CC=C(C=C2)C2=NC=CC=C2)C=C1